1-(1-Chloroisoquinolin-5-yl)-5-(trifluoromethyl)-1H-pyrazole-4-carboxylic acid ethyl ester C(C)OC(=O)C=1C=NN(C1C(F)(F)F)C1=C2C=CN=C(C2=CC=C1)Cl